3-((2-(1-(3,3,3-trifluoropropyl)-1H-pyrazol-5-yl)pyridin-3-yl)methoxy)isonicotinaldehyde FC(CCN1N=CC=C1C1=NC=CC=C1COC1=C(C=O)C=CN=C1)(F)F